O[C@@H]1C[C@H](N(C1)C(=O)[C@H](C(C)(C)C)N1N=NC(=C1)CN1CCC(CC1)C(=O)OCC)C(NC)=O ethyl 1-[[1-[(1S)-1-[(2S,4R)-4-hydroxy-2-(methylcarbamoyl)pyrrolidine-1-carbonyl]-2,2-dimethyl-propyl]triazol-4-yl]methyl]piperidine-4-carboxylate